NC1=C(C=C(N=N1)C1=C(C=CC=C1)O)N1N=CC(=C1)N1CCNCC1 2-[6-amino-5-(4-piperazin-1-ylpyrazol-1-yl)pyridazin-3-yl]phenol